C1(CC1)S(=O)(=O)NC=1SC=C(N1)C(C(=O)NC1=C(C=C(C=C1)C1=NC(=CN=C1)OCC)C(F)(F)F)(C)C 2-(2-(cyclopropanesulfonamido)thiazol-4-yl)-N-(4-(6-ethoxypyrazin-2-yl)-2-(trifluoromethyl)phenyl)-2-methylpropanamide